{2-[3-(1-acetylazetidin-3-yl)-5'-fluoro-1'-methyl-[4,6'-biindazol]-1-yl]-N-methylacetamido}acetic acid C(C)(=O)N1CC(C1)C1=NN(C=2C=CC=C(C12)C1=C(C=C2C=NN(C2=C1)C)F)CC(=O)N(C)CC(=O)O